(3-iodobenzyl)-2-oxo-2,3-dihydro-1H-benzo[d]imidazole-1-carboxylic acid tert-butyl ester C(C)(C)(C)OC(=O)N1C(N(C2=C1C=CC=C2)CC2=CC(=CC=C2)I)=O